tert-Butyl (4S,6S)-4-(6-(4-chloro-1-(difluoromethyl)-1H-pyrazole-3-carboxamido)-3-fluoropyridin-2-yl)-4-methyl-6-(trifluoromethyl)-5,6-dihydro-4H-1,3-oxazin-2-ylcarbamate ClC=1C(=NN(C1)C(F)F)C(=O)NC1=CC=C(C(=N1)[C@]1(N=C(O[C@@H](C1)C(F)(F)F)NC(OC(C)(C)C)=O)C)F